methyl 8-((2-cyano-5-METHYLPHENYL) amino)-8-oxooctanoate C(#N)C1=C(C=C(C=C1)C)NC(CCCCCCC(=O)OC)=O